FC1=C(C(=CC=C1)F)CN1C=NN(C1=O)C1=CC(=C(OC2=C(N=C(S2)\C=N\S(=O)C(C)(C)C)C)C=C1)F (NE)-N-[[5-[4-[4-[(2,6-difluorophenyl)methyl]-5-oxo-1,2,4-triazol-1-yl]-2-fluoro-phenoxy]-4-methyl-thiazol-2-yl]methylene]-2-methyl-propane-2-sulfinamide